2-(7-Amino-2-morpholinooxazolo[4,5-g]quinolin-6-yl)propan-2-ol NC=1C(=NC=2C=C3C(=CC2C1)N=C(O3)N3CCOCC3)C(C)(C)O